COC1=CC=C(C=C1)C(C=1C(=NC=CC1)O)C1=CC=C(C=C1)OC 3-(bis(4-methoxyphenyl)methyl)pyridin-2-ol